C12CCCC(CC1)N2CC(C(=O)N[C@H]2CN(CCC2)CC2=CC(=NC=C2)C(=O)NC2=CC=C(C=C2)C2=CC1=C(N=CN=C1N1CCOCC1)N2)=C 4-(((3R)-3-(2-((8-azabicyclo[3.2.1]octan-8-yl)methyl)acrylamido)piperidin-1-yl)methyl)-N-(4-(4-morpholino-7H-pyrrolo[2,3-d]pyrimidin-6-yl)phenyl)picolinamide